((3R,4S,6R,7R)-7-acetoxy-6-(6-benzoylamino-9H-purin-9-yl)-1,1-difluoro-5-oxaspiro[2.4]heptane-4-yl)benzoic acid methyl ester COC(C1=C(C=CC=C1)[C@H]1[C@]2(CC2(F)F)[C@H]([C@@H](O1)N1C2=NC=NC(=C2N=C1)NC(C1=CC=CC=C1)=O)OC(C)=O)=O